S1C(=NC2=C1C=CC=C2)NC2=C(C1=C(N=N2)N(CCC1)C=1SC(=C(N1)C(=O)O)CCCOC1=C(C=C(C=C1)CCCN1CCCCC1)F)C 2-[3-(1,3-benzothiazol-2-ylamino)-4-methyl-6,7-dihydro-5H-pyrido[2,3-c]pyridazin-8-yl]-5-[3-[2-fluoro-4-[3-(1-piperidinyl)propyl]phenoxy]propyl]thiazole-4-carboxylic acid